3-((3-(1H-tetrazol-5-yl)-5-(6-((4-(trifluoromethyl)benzyl)oxy)pyridin-3-yl)phenyl)amino)-4-hydroxycyclobut-3-ene-1,2-dione N1N=NN=C1C=1C=C(C=C(C1)C=1C=NC(=CC1)OCC1=CC=C(C=C1)C(F)(F)F)NC=1C(C(C1O)=O)=O